C(=C)C(CC1=CO1)CC 4-vinyl-1,2-epoxyhexene